5-(2-trimethoxysilylethyl)-2-norbornene CO[Si](CCC1C2C=CC(C1)C2)(OC)OC